C(C1=CC=CC=C1)N1C(OC2=C(C1=O)C=CC=C2)=O 3-benzyl-1,3-benzoxazine-2,4-dione